7-((1-methylpiperidin-4-yl)amino)-3-(1H-pyrrol-1-yl)benzo[b]thiophen CN1CCC(CC1)NC1=CC=CC2=C1SC=C2N2C=CC=C2